N1C2=C(NC(CC1=O)=O)C=CC1=CC=CC=C12 1H-naphtho[1,2-b][1,4]diazepine-2,4-dione